tri(4-methoxyphenyl)sulfonium trifluoromethanesulfonate FC(S(=O)(=O)[O-])(F)F.COC1=CC=C(C=C1)[S+](C1=CC=C(C=C1)OC)C1=CC=C(C=C1)OC